ClC1=CC(=C(N=N1)NC1C[C@@H]2[C@@H](CN(C2)C(=O)OC(C)(C)C)C1)C1C(C1)(F)F Tert-butyl (3aR,5s,6aS)-5-((6-chloro-4-(2,2-difluorocyclopropyl)pyridazin-3-yl)amino)hexahydrocyclopenta[c]pyrrole-2(1H)-carboxylate